(S)-2-(1H-benzo[d]imidazol-2-yl)-4-phenyl-4,5-dihydro-oxazole N1C(=NC2=C1C=CC=C2)C=2OC[C@@H](N2)C2=CC=CC=C2